C(CCCCCCCCCCCCCCC)OCCO 2-(hexadecyloxy)ethanol